2-phenylferrocene C1(=CC=CC=C1)C=1[CH-]C=CC1.[CH-]1C=CC=C1.[Fe+2]